3-(perfluoroheptyl) propylene oxide FC(C(C(C(C(C(C(F)(F)F)(F)F)(F)F)(F)F)(F)F)(F)F)(CC1CO1)F